Tert-butyl (R)-(2-((6-(2-((tert-butoxycarbonyl)amino)ethoxy)-2-phenethyl-4-((trifluoromethyl)sulfonyl)-2,3,4,5-tetrahydro-1H-benzo[e][1,4]diazepin-1-yl)methyl)pyridin-4-yl)carbamate C(C)(C)(C)OC(=O)NCCOC1=CC=CC=2N([C@@H](CN(CC21)S(=O)(=O)C(F)(F)F)CCC2=CC=CC=C2)CC2=NC=CC(=C2)NC(OC(C)(C)C)=O